tert-butyl 4-{2-methyl-7-[(2-methylindazol-6-yl)carbamoyl]-1-benzofuran-4-yl}piperazine-1-carboxylate CC=1OC2=C(C1)C(=CC=C2C(NC=2C=CC1=CN(N=C1C2)C)=O)N2CCN(CC2)C(=O)OC(C)(C)C